CC(CC(=O)NNC(\C=C/N1N=C(N=C1)C1=CC(=CC(=C1)C(F)(F)F)S(F)(F)(F)(F)F)=O)C (Z)-3-methyl-N'-(3-(3-(3-(pentafluorosulfaneyl)-5-(trifluoromethyl)phenyl)-1H-1,2,4-Triazol-1-Yl)Acryloyl)Butanehydrazide